6-fluoropyrazolo[1,5-a]pyrimidin-5-ol FC=1C(=NC=2N(C1)N=CC2)O